tert-Butyl (1-(6-chloro-3,5-dicyano-4-ethylpyridin-2-yl)-4-(hydroxymethyl) piperidin-4-yl)carbamate ClC1=C(C(=C(C(=N1)N1CCC(CC1)(CO)NC(OC(C)(C)C)=O)C#N)CC)C#N